2-(bromomethyl)-2-((oleoyloxy)methyl)propane-1,3-diyl dioleate C(CCCCCCC\C=C/CCCCCCCC)(=O)OCC(COC(CCCCCCC\C=C/CCCCCCCC)=O)(COC(CCCCCCC\C=C/CCCCCCCC)=O)CBr